FC1(CN(CCC1C1=CC=C(C(=O)OC)C=C1)C)F methyl 4-(3,3-difluoro-1-methylpiperidin-4-yl)benzoate